CC(CC(C)C)NC1=CC=C(C=C1)NC1=CC=CC=C1 N-(1,3-Dimethylbutyl)-N'-phenyl-1,4-PHENYLENEDIAMIN